C(CCC)NCCCCCCCCCCCN N-butylundecane-1,11-diamine